COC[C@H]1N(CC2=CC=CC=C2C1)C(=O)C1=C(C=C2CCNCC2=C1)C1=CC(=C(N1C)C)C(=O)OCC ethyl 5-(7-{[(3S)-3-(methoxymethyl)-3,4-dihydro-1H-isoquinolin-2-yl]carbonyl}-1,2,3,4-tetrahydroisoquinolin-6-yl)-1,2-dimethylpyrrole-3-carboxylate